CN(C1=NC=CC=C1C1=CC=C(C=C1)[C@H](CO)NC(=O)NC=1N=C(SC1)C#C)C (R)-1-(1-(4-(2-(dimethylamino)pyridin-3-yl)phenyl)-2-hydroxyethyl)-3-(2-ethynyl-thiazol-4-yl)urea